(2R,6R)-N-{2-benzyl-2-azaspiro[3.3]heptan-6-yl}-2,6-dimethyl-4-[5-(trifluoromethyl)pyrazin-2-yl]piperazine-1-carboxamide C(C1=CC=CC=C1)N1CC2(C1)CC(C2)NC(=O)N2[C@@H](CN(C[C@H]2C)C2=NC=C(N=C2)C(F)(F)F)C